sulfamoyl-benzoyl chloride S(N)(=O)(=O)C1=C(C(=O)Cl)C=CC=C1